1-((1-((4-hydroxypiperidin-4-yl)methyl)-1H-indol-4-yl)methyl)-3-(4-methoxy-3-(pentyloxy)phenyl)tetrahydropyrimidin-2(1H)-one OC1(CCNCC1)CN1C=CC2=C(C=CC=C12)CN1C(N(CCC1)C1=CC(=C(C=C1)OC)OCCCCC)=O